C[N+]1=CC=CC=C1/C=N/O.[I-] The molecule is an organic iodide salt that has pralidoxime as the cation. It has a role as a cholinesterase reactivator and a cholinergic drug. It is a pyridinium salt and an organic iodide salt. It contains a pralidoxime.